1,3,5-tricyanooxybenzene C(#N)OC1=CC(=CC(=C1)OC#N)OC#N